ClC1=C2C=C(N(C2=CC=C1OC)C)C(=O)NC1(COC1)C1=CC=C(C=C1)C(C(=O)O)(C)C 2-{4-[3-(4-chloro-5-methoxy-1-methyl-1H-indole-2-amido)oxetan-3-yl]phenyl}-2-methylpropanoic acid